1-(4-morpholinylphenyl)thiourea N1(CCOCC1)C1=CC=C(C=C1)NC(=S)N